NC(CCN(NC([C@H](CC(C)C)NC(=O)C=1NC2=CC=CC(=C2C1)F)=O)C(C(F)Cl)=O)=O N-((2S)-1-(2-(3-amino-3-oxopropyl)-2-(2-chloro-2-fluoroacetyl)hydrazinyl)-4-methyl-1-oxopentane-2-yl)-4-fluoro-1H-indole-2-carboxamide